The molecule is a pentacyclic triterpenoid that is the diester obtained by the global condensation of the hydroxy groups of (3beta)-3,27-dihydroxyolean-12-en-28-oic acid with trans-4-coumaric acid and cis-4-coumaric acid respectively. It is isolated from the dried leaves of Ilex asprella and exhibits significant toxicity against KB (epidermoid carcinoma of the nasopharynx) and RPMI-7951 (melanoma) cell lines. It has a role as a metabolite and an antineoplastic agent. It is a diester, a monocarboxylic acid and a pentacyclic triterpenoid. It derives from a (3beta)-3,27-dihydroxyolean-12-en-28-oic acid, a trans-4-coumaric acid and a cis-4-coumaric acid. C[C@]12CC[C@@H](C([C@@H]1CC[C@@]3([C@@H]2CC=C4[C@]3(CC[C@@]5([C@H]4CC(CC5)(C)C)C(=O)O)COC(=O)/C=C/C6=CC=C(C=C6)O)C)(C)C)OC(=O)/C=C\\C7=CC=C(C=C7)O